S1C=C(C=2C=NC=CC21)CO thieno[3,2-c]pyridin-3-yl-methanol